CC=1C=C(C=C2C(NC(=NC12)C1=CC=2N(C=N1)C=CC2)=O)OCC2COCC2 8-methyl-2-pyrrolo[1,2-c]pyrimidin-3-yl-6-(tetrahydro-furan-3-ylmethoxy)-3H-quinazolin-4-one